ClC1=CC=C(CN(C(=O)[C@H]2N(CCC2)S(=O)(=O)C2=CC=C(C)C=C2)[C@H]2CC(CC2)(C)C#N)C=C1 (2S)-N-(4-chlorobenzyl)-N-((1R)-3-cyano-3-methylcyclopentyl)-1-tosylpyrrolidine-2-carboxamide